4-(2-bromo-4-fluorophenyl)-4-oxobutanoic Acid BrC1=C(C=CC(=C1)F)C(CCC(=O)O)=O